FC1=C(C=CC(=C1)F)C=1C2=C(N=C(N1)N1CC(CCC1)N1CCOCC1)N=C(C(=C2)C2=NC(=NO2)C)C 4-[1-[4-(2,4-difluorophenyl)-7-methyl-6-(3-methyl-1,2,4-oxadiazol-5-yl)pyrido[2,3-d]pyrimidin-2-yl]-3-piperidyl]morpholine